CC(C)C1=CC=C(C=C1)CO The molecule is a member of the class of benzyl alcohols in which the hydrogen at position 4 on the phenyl ring of benzyl alcohol has been replaced by an isopropyl group. It has a role as a fragrance, an insect repellent, a volatile oil component, a plant metabolite and a xenobiotic metabolite. It is a p-menthane monoterpenoid and a member of benzyl alcohols. It derives from a p-cymene.